4a-(2-isopropylphenyl)octahydro-2H-benzo[b][1,4]oxazine hydrochloride Cl.C(C)(C)C1=C(C=CC=C1)C12C(OCCN1)CCCC2